2-[(3-fluorophenyl)methyl]thiazol-5-amine FC=1C=C(C=CC1)CC=1SC(=CN1)N